C(CC)C1=CC(NC1)=O 4-propyl-1,5-dihydropyrrol-2-one